N-(beta-aminoethyl)-gamma-aminopropyl-methyl-dihydroxysilane NCCNCCC[Si](O)(O)C